CN1CCCC1=O (R)- or (S)-1-Methyl-5-oxo-pyrrolidine